ClC1=CC=C(C=C1)N1C(=NN=C1CS(=O)C)[C@@H]1CC[C@H](CC1)OC1=NC=CC=C1 trans-(-)-2-((4-(4-(4-chlorophenyl)-5-((methylsulfinyl)methyl)-4H-1,2,4-triazol-3-yl)cyclohexyl)oxy)pyridine